(p-tolyl)-1,3,4-thiadiazole C1(=CC=C(C=C1)C=1SC=NN1)C